(R)-2-(4-fluorophenyl)-1,2,3,10b-tetrahydrobenzo[e]imidazo[1,5-c][1,2,3]oxathiazine 5,5-dioxide FC1=CC=C(C=C1)N1CN2S(OC3=C([C@@H]2C1)C=CC=C3)(=O)=O